CC1=NOC(=C1C1=NOC(=N1)C1C(C12CCN(CC2)S(=O)(=O)N)(F)F)C 2-[3-(3,5-dimethylisoxazol-4-yl)-1,2,4-oxadiazol-5-yl]-1,1-difluoro-6-azaspiro[2.5]octane-6-sulfonamide